ClC1=C(C(=O)N2C[C@H](CC2)N2C(NC3=C2C=C(C=C3)C(=O)O)=O)C=CC(=C1)Cl (S)-3-(1-(2,4-dichlorobenzoyl)pyrrolidin-3-yl)-2-oxo-2,3-dihydro-1H-benzo[d]imidazole-5-carboxylic acid